C(C)(C)OC=1C=C(C=CC1C)C(C(CC(C)C)SC#N)=O 1-(3-isopropoxy-4-methylphenyl)-4-methyl-2-thiocyanatopentan-1-one